C(C)NC(=O)C=1C(=NC=C(C1)C(=O)N[C@H]1[C@@H](C1)C)OC |r| (+/-)-N3-ethyl-2-methoxy-N5-((trans)-2-methylcyclopropyl)pyridine-3,5-dicarboxamide